N~2~-acetyl-N-[3-({4-[({3-[methyl(methylsulfonyl)amino]pyridin-2-yl}methyl)amino]-5-(trifluoromethyl)pyrimidin-2-yl}amino)phenyl]glycinamide C(C)(=O)NCC(=O)NC1=CC(=CC=C1)NC1=NC=C(C(=N1)NCC1=NC=CC=C1N(S(=O)(=O)C)C)C(F)(F)F